N[C@H]1CS(C2=C(N(C1=O)CC1=CC=C(C=C1)OC(F)(F)F)C=C(C(=C2)F)C2=NOC(=N2)C(C(F)(F)F)(C)N)(=O)=O (3R)-3-amino-7-[5-(1-amino-2,2,2-trifluoro-1-methyl-ethyl)-1,2,4-oxadiazol-3-yl]-8-fluoro-1,1-dioxo-5-[[4-(trifluoromethoxy)phenyl]methyl]-2,3-dihydro-1lambda6,5-benzothiazepin-4-one